ClC=1C(=C(C=CC1)CNC(CNCC1CCC1)=O)F N-(3-chloro-2-fluorophenylmethyl)-2-((cyclobutylmethyl)amino)acetamide